C(CCCCCCC\C=C/C\C=C/CCCCC)OC(CCCCCCCBr)=O 8-bromooctanoic acid-(10Z,12Z)-octadeca-9,12-dien-1-yl ester